C(C)OC=CC1OC(C(O1)(C)C)(C)C 2-[2-ethoxyethenyl]-4,4,5,5-tetramethyl-1,3-dioxolane